3-amino-1H-indol-5-ol NC1=CNC2=CC=C(C=C12)O